Diphenyl-[4-(phenylthio)phenyl]sulfonium hexafluoroantimonate F[Sb-](F)(F)(F)(F)F.C1(=CC=CC=C1)[S+](C1=CC=C(C=C1)SC1=CC=CC=C1)C1=CC=CC=C1